C(C)(C)(C)N1N=CC(=C1)C1=CC=C(C=C1)C(=O)N1CC2(C1)CC(C2)N2N=C(N=C2)Cl [4-(1-tert-butylpyrazol-4-yl)phenyl]-[6-(3-chloro-1,2,4-triazol-1-yl)-2-azaspiro[3.3]heptan-2-yl]methanone